C(C)(C)(C)OC(=O)N1CC(N(CC1)CC1=CC=CC=C1)C(=O)C1=CC2=CC=C(C=C2C=C1)OC 4-benzyl-3-(6-methoxy-2-naphthoyl)piperazine-1-carboxylic acid 1-tert-butyl ester